3-[[4-[(2R)-2-[(4-bromophenyl)methylamino]-4-methyl-pentoxy]-6-(2,6-dimethylphenyl)pyrimidin-2-yl]sulfamoyl]benzoic acid BrC1=CC=C(C=C1)CN[C@@H](COC1=NC(=NC(=C1)C1=C(C=CC=C1C)C)NS(=O)(=O)C=1C=C(C(=O)O)C=CC1)CC(C)C